(E)-(8-naphthoxy)oct-4-ene C1=CC=CC2=CC=CC(=C12)OCCC\C=C\CCC